ClC=1C=C2C=NC(=NC2=CC1C1CCN(CC1)C1COC1)NC=1C=NN(C1)CC(F)(F)F 6-chloro-7-(1-(oxetan-3-yl)piperidin-4-yl)-N-(1-(2,2,2-trifluoroethyl)-1H-pyrazol-4-yl)quinazolin-2-amine